CC=1C=C(C=C(C1)C)B1OB(OB(O1)C1=CC(=CC(=C1)C)C)C1=CC(=CC(=C1)C)C tris(3,5-dimethylphenyl)boroxine